FC=1C=NN(C1)C1=CC=C(C=N1)[C@H](C)N1CC2(CC1)CCNCC2 (S)-2-(1-(6-(4-fluoro-1H-pyrazol-1-yl)pyridin-3-yl)ethyl)-2,8-diazaspiro[4.5]decane